2-piperazinyl-4-(benzothien-3-yl)pyrazolo[1,5-a][1,3,5]triazine N1(CCNCC1)C1=NC=2N(C(=N1)C1=CSC3=C1C=CC=C3)N=CC2